N1-methyl-N4-((trans)-2-phenylcyclopropyl)cyclohexane-1,4-diamine CNC1CCC(CC1)N[C@H]1[C@@H](C1)C1=CC=CC=C1